C(C)S(=O)(=O)C=1C(=NC=CC1)C1=NC2=C(C(N(C(=C2)C(F)(F)F)OC)=O)N1C 2-(3-ethylsulfonyl-2-pyridyl)-5-methoxy-3-methyl-6-(trifluoro-methyl)imidazo[4,5-c]Pyridin-4-one